O=C1NC(CCC1N1C(C2=CC=C(C=C2C1=O)C1(CCN(CC1)C(CO)C1=CC=CC=C1)O)=O)=O 2-(2,6-dioxopiperidin-3-yl)-5-(4-hydroxy-1-(2-hydroxy-1-phenylethyl)piperidin-4-yl)isoindoline-1,3-dione